C1(CC1)N1CCN(CC1)C=1C=C2C(NC(=NC2=CC1)C=1N=C2N(C(=NC(=C2)C)C)C1)=O 6-(4-Cyclopropylpiperazin-1-yl)-2-(5,7-dimethylimidazo[1,2-c]pyrimidin-2-yl)quinazolin-4(3H)-one